C(=O)C=1N=CN(C1)CC1=CC=C(C(=O)OCC)C=C1 Ethyl 4-((4-formyl-1H-imidazol-1-yl)methyl)benzoate